Cl.Cl.NCCNC(=O)C1=CC2=C(N(C(=N2)NC=2SC3=C(N2)C=CC(=C3)OC(F)(F)F)C)C=C1 1-methyl-2-(6-trifluoromethoxy-benzothiazol-2-ylamino)-1H-benzoimidazole-5-carboxylic acid (2-amino-ethyl)-amide dihydrochloride